C(C)N(CCC)CCC1=CNC2=C(C=C(C=C12)C)F N-Ethyl-N-[2-(7-fluoro-5-methyl-1H-indol-3-yl)ethyl]propane-1-amine